ClC=1C=C(CN2C(C3=C(C2=O)C=C(S3)C3=NC(=NC=C3)NC3=CC=NN3C)(C)C)C=CC1 5-(3-chlorobenzyl)-6,6-dimethyl-2-(2-(1-methyl-1H-pyrazol-5-ylamino)pyrimidin-4-yl)-5,6-dihydro-4H-thieno[2,3-c]pyrrol-4-one